(R)-5-methoxy-2-(4-((1-methylpiperidin-3-yl)amino)pyrido[3,4-d]pyridazin-1-yl)phenol COC=1C=CC(=C(C1)O)C1=C2C(=C(N=N1)N[C@H]1CN(CCC1)C)C=NC=C2